4-[7-(2-aminopyrimidin-5-yl)imidazo[1,2-a]pyridin-3-yl]-2,6-dimethoxy-N-(2,2,2-trifluoroethyl)benzamide NC1=NC=C(C=N1)C1=CC=2N(C=C1)C(=CN2)C2=CC(=C(C(=O)NCC(F)(F)F)C(=C2)OC)OC